C(C1=CC=CC=C1)OC1=CC=C(C=C1)N1C(NC=C1)=O 3-(4-benzyloxyphenyl)-1H-imidazol-2-one